p-dimethyl-aminobenzoic acid CC1(C(=O)O)C(C=C(C=C1)C)N